ClC1=NC=CC(=N1)NC1=CC=C(C=C1)C1=CCN(C=C1)C(C)OCC 2-chloro-N-(4-(1-(1-ethoxyethyl)-1H-pyridine-4-yl)phenyl)pyrimidine-4-amine